FC1=C(C=CC(=C1)F)S(=O)(=O)NC=1C(=NC=C(C1)C=1C=C2C(=NC=NC2=CC1)N1CC2N(C(C1)C2)C(\C=C\C(C)=O)=O)OC (E)-2,4-difluoro-N-(2-methoxy-5-(4-(6-(4-oxopent-2-enoyl)-3,6-diazabicyclo[3.1.1]heptan-3-yl)quinazolin-6-yl)pyridin-3-yl)benzene-sulfonamide